C(C1CO1)N(CC1CO1)CC1CCCCC1 N,N-diglycidyl-aminomethylcyclohexane